C(CCCC)[O-].C(CCCC)[O-].C(CCCC)[O-].C(CCCC)[O-].[Zr+4] Zirconium tetra-n-pentanolate